C1(=CC=CC=C1)C1(C(C(C=CC1)(C1=C(C=CC=C1OC)OC)C1=CC=CC=C1)P)C1=C(C=CC=C1OC)OC 2,6-Diphenyl-1-[2,6-bis(2,6-dimethoxyphenyl)phenyl]-phosphane